1-[(2,4-dimethoxyphenyl)carbonyl]piperidin COC1=C(C=CC(=C1)OC)C(=O)N1CCCCC1